(R)-1-((S)-2-(2-bromo-4-chloro-6-methylbenzyl)morpholino)-2-hydroxy-2-phenylethan-1-one BrC1=C(C[C@@H]2OCCN(C2)C([C@@H](C2=CC=CC=C2)O)=O)C(=CC(=C1)Cl)C